(1-oxo-5-(((cis)-2-(3-(pyridin-4-yl)azetidin-1-yl)-cyclopentyl)oxy)isoindolin-2-yl)piperidine-2,6-dione O=C1N(CC2=CC(=CC=C12)O[C@H]1[C@H](CCC1)N1CC(C1)C1=CC=NC=C1)N1C(CCCC1=O)=O